C(C)(=O)N1CC(C1)C(=O)N(CC(NC=1C=C2CC3(CC2=CC1)C(NC1=NC=CC=C13)=O)=O)CC1=C(C=CC=C1)CNC 1-(Acetyl)-N-[[2-(methylaminomethyl)phenyl]methyl]-N-[2-oxo-2-[(2-oxospiro[1H-pyrrolo[2,3-b]pyridine-3,2'-indane]-5'-yl)amino]ethyl]azetidine-3-carboxamide